(E)-N-(2-(dimethylamino)ethyl)-6-(3-(2-(thiophen-2-yl)vinyl)-1H-pyrazol-1-yl)tetrahydro-2H-pyran-2-carboxamide CN(CCNC(=O)C1OC(CCC1)N1N=C(C=C1)\C=C\C=1SC=CC1)C